C(CCCCCCCCCCC)N(CCO)CCO.P(=O)(OCCCCCCCC)(O)O octyl phosphate dodecyldiethanolamine salt